C(C(O)C)(=O)[O-].[Sr+2].C(C(O)C)(=O)[O-] strontium DL-lactate